CN1C(C(=CC2=NC(=CC=C12)C)C#N)=O 1,6-dimethyl-2-oxo-1,5-naphthyridine-3-carbonitrile